4-((5-(1-(2,2-difluoroethyl)-2-methyl-1H-benzo[d]imidazol-6-yl)-7H-pyrrolo[2,3-d]pyrimidin-2-yl)amino)-1-ethylcyclohexan-1-ol FC(CN1C(=NC2=C1C=C(C=C2)C2=CNC=1N=C(N=CC12)NC1CCC(CC1)(O)CC)C)F